NC(C(CN1N=NC(=C1)C(=O)NCC=1SC(=NN1)C1=CC=CC=C1)(F)F)=O 1-(3-amino-2,2-difluoro-3-oxopropyl)-N-((5-phenyl-1,3,4-thiadiazol-2-yl)methyl)-1H-1,2,3-triazole-4-carboxamide